2,4-bis(benzyloxy)-5-isopropyl-N-(1-methyl-1H-pyrrolo[2,3-b]pyridin-5-yl)benzamide C(C1=CC=CC=C1)OC1=C(C(=O)NC=2C=C3C(=NC2)N(C=C3)C)C=C(C(=C1)OCC1=CC=CC=C1)C(C)C